2-[(3S)-5,5-difluoropiperidin-3-yl]-1λ6,2-thiazolidine-1,1-dione, hydrochloride salt Cl.FC1(C[C@@H](CNC1)N1S(CCC1)(=O)=O)F